dipalladium copper [Cu].[Pd].[Pd]